(3-((6-amino-2-fluoro-9H-purine-9-yl)methyl)phenyl)methanol NC1=C2N=CN(C2=NC(=N1)F)CC=1C=C(C=CC1)CO